OC1C2=C(N(S(C3=C1C=CC=C3)(=O)=O)C)C=CC=C2 11-hydroxy-6-methyl-6,11-dihydrodibenzo[c,f][1,2]thiazepine 5,5-dioxide